ClC1=CC(=C(COC2=CC=CC(=N2)C2CCN(CC2)CC2=NC3=C(N2[C@H](COC)C)C=C(C=C3)C(=O)O)C=C1)F 2-[(4-{6-[(4-chloro-2-fluorobenzyl)oxy]pyridin-2-yl}piperidin-1-yl)methyl]-1-[(2S)-1-methoxypropan-2-yl]-1H-benzimidazole-6-carboxylic acid